C(C)(C)(C)OC(=O)N1CC=C(C[C@H]1C)CC=1C(=NOC1C1CC1)C1=C(C=CC=C1Cl)Cl (R)-4-((3-(2,6-dichlorophenyl)-5-cyclopropylisoxazol-4-yl)methyl)-5,6-Dihydro-6-methylpyridine-1(2H)-carboxylic acid tert-butyl ester